C(C)[C@@H]1C(N(C(N1)=O)C=1C=NC(=CC1)OC1=CC(=C(C=C1)C)OC(F)(F)F)=O (5R)-5-ethyl-3-[6-({4-methyl-3-[(trifluoromethyl)oxy]phenyl}oxy)-3-pyridinyl]-2,4-imidazolidinedione